C1(=CC=C(C=C1)CC1=NOC(=N1)C(CC=1N=CN(C1)C(=O)[O-])NC(=O)OC(C)(C)C)C1=CC=CC=C1 4-(2-(3-([1,1'-biphenyl]-4-ylmethyl)-1,2,4-oxadiazol-5-yl)-2-((tert-butoxycarbonyl) amino) ethyl)-1H-imidazole-1-carboxylate